C(CCCCCCCCCCCCCCCCCCCCC)(=O)NCCCN(C)C N-docosanamidopropyl-dimethylamine